4,4-dipentyloxyazobenzene C(CCCC)OC1(CC=C(C=C1)N=NC1=CC=CC=C1)OCCCCC